tert-butyl 4-(4-(piperidin-4-yl)phenyl)piperazine-1-carboxylate N1CCC(CC1)C1=CC=C(C=C1)N1CCN(CC1)C(=O)OC(C)(C)C